ClC1=C(C(=CC(=C1)Cl)F)NC=1N(C2=NC(=NC=C2N1)NC1CCN(CC1)S(=O)(=O)C)C1CCC(CC1)C(=O)N (1s,4s)-4-(8-(2,4-dichloro-6-fluorophenylamino)-2-(1-(methylsulfonyl)piperidin-4-ylamino)-9H-purin-9-yl)cyclohexanecarboxamide